CC1C(C/C=C/C=C/C=C/C(CC(=O)NC2=C(C(=CC(=C2SC)O)CC/C=C(\\C1O)/C)O)OC)OC(=O)C(C)NC(=O)C3CCCCC3 The molecule is a 21-membered macrocycle isolated from the fermentation broth of Streptomyces sp.AC654. It exhibits antineoplastic activity. It has a role as a metabolite, an antimicrobial agent and an antineoplastic agent. It is a secondary alcohol, a carboxylic ester, an ether, a lactam, a macrocycle, an aryl sulfide and a member of hydroquinones.